C(C)(C)N(P(O)(O)(C)C)C(C)C dimethyl-phosphorous (diisopropylamide)